(4Z)-4-(1,3-benzothiazol-6-ylmethylene)-2-[(2-methoxy-6-methyl-3-pyridyl)amino]-1H-imidazol-5-one S1C=NC2=C1C=C(C=C2)\C=C\2/N=C(NC2=O)NC=2C(=NC(=CC2)C)OC